C1(=CC=CC=C1)N(S(=O)(=O)C1=CC=CC=C1)SC(Cl)(Cl)Cl N-phenyl-N-trichloromethylthio-benzenesulfonamide